1-((1-pentoxyprop-2-yl)oxy)-propan-2-amine C(CCCC)OCC(C)OCC(C)N